N3-(4-chlorophenyl)-1-(2,4-dimethylthiazol-5-yl)sulfonyl-1,2,4-triazole-3,5-diamine ClC1=CC=C(C=C1)NC1=NN(C(=N1)N)S(=O)(=O)C1=C(N=C(S1)C)C